C1OC(CN2C1CCC2)CNC(=O)[C@H]2N(C[C@@H](C2)O)C([C@H](C(C)(C)C)N2N=NC(=C2)C2CC2)=O (2S,4R)-N-(3,4,6,7,8,8a-hexahydro-1H-pyrrolo[2,1-c][1,4]oxazin-3-ylmethyl)-1-[(2S)-2-(4-cyclopropyltriazol-1-yl)-3,3-dimethyl-butanoyl]-4-hydroxy-pyrrolidine-2-carboxamide